8-methylguanosine CC=1N([C@H]2[C@H](O)[C@H](O)[C@@H](CO)O2)C=2N=C(NC(C2N1)=O)N